1,4,5,8-Naphthalenetetracarboxylic acid imide C1(=CC=C(C=2C(=CC=C(C12)C(=O)O)C(=O)O)C(=O)O)C(O)=N